[I-].COC1=CC=C(C=CC2=CC=[N+](C=C2)C)C=C1 4-[4-methoxystyryl]-1-methylpyridinium iodide